C(C)(C)NC(O[C@H]1C[C@H](CC1)C1=CC(=NN1)NC1=CC=C(C=2S(CCC21)(=O)=O)C)=O (1R,3S)-3-(3-((7-methyl-1,1-dioxido-2,3-dihydrobenzo[b]thiophen-4-yl)amino)-1H-pyrazol-5-yl)cyclopentyl isopropylcarbamate